6-((Diphenylmethylene)amino)-4-((2-methoxyphenyl)amino)-N-methyl-N-phenyl-pyridineamide C1(=CC=CC=C1)C(C1=CC=CC=C1)=NC1=CC(=CC(=N1)C(=O)N(C1=CC=CC=C1)C)NC1=C(C=CC=C1)OC